COC=1C(=C(C=C(C1)C=C1CCC(CC1)C)O)CCC(=C)C 3-Methoxy-2-(3-methylbut-3-enyl)-5-[(4-methylcyclohexylidene)methyl]phenol